N1(C=NC=C1)CC(C)(O)C 1-(1H-imidazol-1-yl)-2-methylpropan-2-ol